[SiH]12CC3CC(CC(C1)C3)C2 Sila-adamantane